methyl 2,5-dibromothiophen-3-carboxylate BrC=1SC(=CC1C(=O)OC)Br